Bis(3,4-dicyanophenyl) ether C(#N)C=1C=C(C=CC1C#N)OC1=CC(=C(C=C1)C#N)C#N